(3r,4r)-4-({5-chloro-4-[2-methyl-3-(propan-2-yl)-3H-imidazo[4,5-b]pyridin-5-yl]pyridin-2-yl}amino)-1-(methylsulfonyl)piperidin-3-ol ClC=1C(=CC(=NC1)N[C@H]1[C@@H](CN(CC1)S(=O)(=O)C)O)C1=CC=C2C(=N1)N(C(=N2)C)C(C)C